C1(CC1)N(C=1C=C2C=CNC(C2=CC1)=O)C1=NC=C(C=C1)C(=O)N1CCC(CC1)(F)F 6-(cyclopropyl(5-(4,4-difluoropiperidine-1-carbonyl)pyridin-2-yl)amino)isoquinolin-1(2H)-one